FC1=C(C(=C(C=C1C1=NC2=C(N1C1(COC1)C)C=C(C=C2)C=2OC=NN2)OC)O)O 3-fluoro-6-methoxy-4-(1-(3-methyloxetan-3-yl)-6-(1,3,4-oxadiazol-2-yl)-1H-benzo[d]imidazol-2-yl)benzene-1,2-diol